tert-butyl (3R,4S)-3-amino-4-fluoro-piperidine-1-carboxylate N[C@@H]1CN(CC[C@@H]1F)C(=O)OC(C)(C)C